(1,2-bis(triethoxysilyl))ethane (S)-Pent-4-yne-1,2-diyl-dibenzoate C([C@H](CC#C)C1=C(C(=O)O)C=CC=C1)C1=C(C(=O)O)C=CC=C1.C(C)O[Si](CC[Si](OCC)(OCC)OCC)(OCC)OCC